Tert-butyl 2-(4-(2-fluoro-4-(4,4,5,5-tetramethyl-1,3,2-dioxaborolan-2-yl)phenyl)-3,6-dihydropyridin-1(2H)-yl)acetate FC1=C(C=CC(=C1)B1OC(C(O1)(C)C)(C)C)C=1CCN(CC1)CC(=O)OC(C)(C)C